CC1C(NC=2C=NC=NC2N1C)=O 7,8-dimethyl-7,8-dihydropteridin-6(5H)-one